(1R,5S,8r)-8-(ethoxymethyl)-8-(2-(5-fluoropyridin-2-yl)ethyl)-3-(2-(6-methylpyridin-3-yl)propan-2-yl)-3-azabicyclo[3.2.1]octane C(C)OCC1([C@@H]2CN(C[C@H]1CC2)C(C)(C)C=2C=NC(=CC2)C)CCC2=NC=C(C=C2)F